[Na+].C(C=C)(=O)OCCS(=O)(=O)[O-] 2-sulfoethyl acrylate, sodium salt